C[C@@H]1CN(C[C@@H](O1)C)C(=O)C=1C2=C(N(N1)CC(=O)N1CCC(CC1)OC1=C(C(=CC=C1)C)C)CCC2 2-{3-[(2R,6S)-2,6-Dimethylmorpholin-4-carbonyl]-5,6-dihydrocyclopenta[c]pyrazol-1(4H)-yl}-1-[4-(2,3-dimethylphenoxy)piperidin-1-yl]ethan-1-on